ClC1N(C(=C(C=N1)F)Cl)C1=NNC(=C1)C 2,6-dichloro-5-fluoro-N-(5-methyl-1H-pyrazol-3-yl)pyrimidin